C(C)C1=C(OCSCC=2NC(NC2)=O)C=CC=C1CC 4-[(2,3-Diethylphenoxymethylthio)methyl]1,3-dihydroimidazol-2-one